O1COC2=C1C=CC(=C2)CN2C[C@@H]1[C@H](C2)CC(C1)NC=1N=NC(=CC1)C=1C(=NN(C1)C)C (3aR,5s,6aS)-2-(1,3-benzodioxol-5-ylmethyl)-N-[6-(1,3-dimethylpyrazol-4-yl)pyridazin-3-yl]-3,3a,4,5,6,6a-hexahydro-1H-cyclopenta[c]pyrrol-5-amine